azepin-7-carboxylic acid N1C=CC=CC=C1C(=O)O